(2-((2-((1-(1-ethylpiperidin-4-yl)-1H-pyrazol-4-yl)amino)-5-methylthieno[2,3-d]pyrimidin-4-yl)amino)phenyl)dimethylphosphine oxide C(C)N1CCC(CC1)N1N=CC(=C1)NC=1N=C(C2=C(N1)SC=C2C)NC2=C(C=CC=C2)P(C)(C)=O